C(C)(C)(C)OC(=O)N1C(CNCC1)C(=O)C1OC2=CC=C(C=C2CC1)N1C(N(C(C1(C)C)=O)C=1C=NC(=C(C1)C(F)(F)F)C#N)=S (6-(3-(6-cyano-5-(trifluoromethyl)pyridin-3-yl)-5,5-dimethyl-4-oxo-2-thioxoimidazolidin-1-yl)chromane-2-carbonyl)piperazine-1-carboxylic acid tert-butyl ester